2-(7-cyano-5-isopropoxy-benzo[b]thiophen-2-yl)-4-methylthiazole-5-carboxylate C(#N)C1=CC(=CC2=C1SC(=C2)C=2SC(=C(N2)C)C(=O)[O-])OC(C)C